N-(8,9-Difluoro-6-oxo-1,2,3,4,5,6-hexahydrobenzo[c][1,7]naphthyridin-1-yl)-4-fluoro-N-methyl-1H-indole-2-carboxamide FC=1C(=CC2=C(C(NC=3CNCC(C23)N(C(=O)C=2NC3=CC=CC(=C3C2)F)C)=O)C1)F